C1(CC1)N1CCN(CC1)C1CCN(CC1)C1=C(C=C(C(=C1)OC)NC1=NC=NC(=C1)N1OCC[C@@H]1C1=CC(=CC=C1)OC)NC(C=C)=O N-(2-(4-(4-cyclopropylpiperazine-1-yl)piperidine-1-yl)-4-methoxy-5-((6-((R)-3-(3-methoxyphenyl)isoxazolidine-2-yl)pyrimidine-4-yl)amino)phenyl)acrylamide